NC([C@H](CCC(=O)OC(C)(C)C)NC1=C(C=C(C=C1)I)[N+](=O)[O-])=O (S)-tert-butyl 5-amino-4-((4-iodo-2-nitro-phenyl) amino)-5-oxopentanoate